(3R)-3-amino-5-[(4-chlorophenyl)methyl]-7-[5-[[3,3-difluoro-1-(methoxymethyl)cyclobutyl]amino]-1,3,4-oxadiazol-2-yl]-1,1-dioxo-2,3-dihydro-1lambda6,5-benzothiazepin-4-one N[C@H]1CS(C2=C(N(C1=O)CC1=CC=C(C=C1)Cl)C=C(C=C2)C=2OC(=NN2)NC2(CC(C2)(F)F)COC)(=O)=O